C(CCC(=O)OCC(CCCCCCCC)CCCCCC)(=O)OCCC1CCN(CC1)CCSSCCN1CCC(CC1)CCOC(CCC(=O)OC(C)CCCC)=O [2-[1-[2-[2-[4-[2-[4-(2-hexyloxy)-4-oxo-butyryl] oxyethyl]-1-piperidinyl] ethyldisulfanyl] ethyl]-4-piperidinyl] ethyl] O4-(2-hexyldecyl) succinate